C[S+](CC(C(=O)[O-])C)C 3-dimethylsulfonio-2-methylpropionate